C(CC)OCCOC(=O)N1CCCC2=NC(=CC=C12)C(C)NC(C1=CC=C(C=C1)F)=O 2-Propoxyethyl-6-(1-(4-fluorobenzamido)ethyl)-3,4-dihydro-1,5-naphthyridin-1(2H)-carboxylat